C1=CC=CC=2C3=CC=CC=C3N(C12)C1=C(C=C(C#N)C(=C1N1C2=CC=CC=C2C=2C=CC=CC12)N1C2=CC=CC=C2C=2C=CC=CC12)C#N 4,5,6-tri(9H-carbazole-9-yl)isophthalonitrile